3-bromo-N-(1-((4-chlorobenzyl)carbamoyl)cyclopropyl)-1-(3-chloropyridin-2-yl)-1H-pyrazole-5-carboxamide BrC1=NN(C(=C1)C(=O)NC1(CC1)C(NCC1=CC=C(C=C1)Cl)=O)C1=NC=CC=C1Cl